ClC1=CC=NC=2[C@H](C[C@@H](CC12)C)O |r| rac-(6R,8S)-4-chloro-6-methyl-5,6,7,8-tetrahydroquinolin-8-ol